O=C1C[C@H](CN1)C(=O)O (3R)-5-oxo-pyrrolidine-3-carboxylic acid